COCCOC=1C=CC=2N(C3=CC=C(C=C3C2C1)OCCOC)CCCCP(O)(O)=O [4-(3,6-di(2-methoxyethoxy)9H-carbazole-9-yl)butyl]phosphonic acid